N[C@H]1[C@@H]2N(C[C@H]1CC2)C(=O)C2=CC1=C(N(C(=N1)C1=CC=3C=CC=4C(=CNC4C3N1CC1CC1)Cl)C)C(=C2)F ((1R,4R,7R)-7-amino-2-azabicyclo[2.2.1]heptan-2-yl)(2-(6-chloro-1-(cyclopropylmethyl)-1,8-dihydropyrrolo[3,2-g]indol-2-yl)-7-fluoro-1-methyl-1H-benzo[d]imidazol-5-yl)methanone